C(CCCCCCCC=C)OC(C=CC1=CC=CC=C1)=O Dec-9-en-1-ylcinnamat